C(C)(C)(C)OC=1C=C2CC[C@@H]([C@@H](C2=CC1)C1=CC=C(C=C1)N1CCC2(CC(OC2)CO)CC1)C1=CC=CC=C1 (8-(4-((1R,2S)-6-(tert-butoxy)-2-phenyl-1,2,3,4-tetrahydronaphthalen-1-yl)phenyl)-2-oxa-8-azaspiro[4.5]decan-3-yl)methanol